7-((2S,5R)-4-(1-(1-(2,2-difluoroethyl)-1H-pyrazol-5-yl)ethyl)-2,5-diethylpiperazin-1-yl)-4-methyl-2,4-dihydro-5H-pyrazolo[4,3-b]pyridin-5-one FC(CN1N=CC=C1C(C)N1C[C@@H](N(C[C@H]1CC)C=1C=2C(N(C(C1)=O)C)=CNN2)CC)F